CC1C(C(CC1C)=O)=O 3,4-dimethyl-1,2-cyclopentanedione